5-fluorobenzamid FC=1C=CC=C(C(=O)N)C1